FC1=C(C=C(C(=C1)[C@@H]1CC=NN1C(=O)C12CC(C1)(C2)COC=2N=CC(=NC2)C#N)F)C (S)-5-((3-(5-(2,5-difluoro-4-tolyl)-4,5-dihydro-1H-pyrazole-1-carbonyl)bicyclo[1.1.1]pent-1-yl)methoxy)pyrazine-2-carbonitrile